ClC=1C(N(C(=CC1OCC1=NC=C(C=C1F)F)C)C1=CC(=NC=C1C)C1=NC(=NS1)C(=O)OC)=O methyl 5-(3-chloro-4-((3,5-difluoropyridin-2-yl)methoxy)-5',6-dimethyl-2-oxo-2H-[1,4'-bipyridin]-2'-yl)-1,2,4-thiadiazole-3-carboxylate